(S)-2-amino-3-(3,4-dihydroxyphenyl)-2-methylpropanoic acid N[C@](C(=O)O)(CC1=CC(=C(C=C1)O)O)C